(7-(4-(4-(benzo[b]thiophen-4-yl)piperazin-1-yl)butoxy)quinolin-2-yloxy)methyl methyl carbonate C(OCOC1=NC2=CC(=CC=C2C=C1)OCCCCN1CCN(CC1)C1=CC=CC=2SC=CC21)(OC)=O